C(C)C=1C=C(C=CC1C1(CC(=C(C2=CC=CC=C12)NC(C(F)(F)F)=O)\N=N\[H])S(=O)(=O)O)C1=CC(=C(C=C1)C1(CC(=C(C2=CC=CC=C12)NC(C(F)(F)F)=O)\N=N\[H])S(=O)(=O)O)CC 1,1'-(3,3'-diethyl[1,1'-biphenyl]-4,4'-diyl)bis{4-trifluoroacetylamino-3-[(E)-diazenyl]naphthalene-1-sulfonic acid}